BrC=1C=C(C=CC1)C1(CC2(CC2)C1)C(=O)NN 5-(3-bromophenyl)spiro[2.3]hexane-5-carbohydrazide